C1=2[SH4]NC=3N=CC=C(OCCNC(C(=CC=C1)C2)=O)N3 oxa-2λ6-thia-3,5,12,19-tetrazatricyclo[12.3.1.14,8]nonadeca-1(18),4(19),5,7,14,16-hexaen-13-one